C(C)(C)(C)OC(O)=O.C(=C)C1=CC=C(CN)C=C1 4-vinyl-benzylamine tert-butyl-carbonate